C(C1=CC=CC=C1)NC(CC1=NC=C(C=C1)C=1C(=NOC1C)C)=O N-benzyl-2-(5-(3,5-dimethylisoxazol-4-yl)pyridin-2-yl)acetamide